(S)-2-(1-((6-amino-5-(3-methyl-1,2,4-oxadiazol-5-yl)pyrimidin-4-yl)amino)ethyl)-Acetonitrile NC1=C(C(=NC=N1)N[C@@H](C)CC#N)C1=NC(=NO1)C